C([O-])([O-])=O.[K+].[K+] di-Potassium carbonate